1-(6-((6-((R)-3-(2-Ethoxyphenoxy)piperidin-1-yl)pyrazin-2-yl)amino)pyridin-2-yl)pyrrolidin C(C)OC1=C(O[C@H]2CN(CCC2)C2=CN=CC(=N2)NC2=CC=CC(=N2)N2CCCC2)C=CC=C1